2,6-di-tert-butyl-4-({2-[(3,5-di-tert-butyl-4-hydroxyphenyl)sulfanyl]propane-2-yl}sulfanyl)phenol C(C)(C)(C)C1=C(C(=CC(=C1)SC(C)(C)SC1=CC(=C(C(=C1)C(C)(C)C)O)C(C)(C)C)C(C)(C)C)O